((5-(4-fluorophenyl)-1-((4-fluorophenyl)sulfonyl)-1H-pyrrol-3-yl)methyl)methane-d3-amine FC1=CC=C(C=C1)C1=CC(=CN1S(=O)(=O)C1=CC=C(C=C1)F)CNC([2H])([2H])[2H]